6-(pyridin-3-yl)isoquinolin-3-amine N1=CC(=CC=C1)C=1C=C2C=C(N=CC2=CC1)N